4-chloro-1-(trans-3-(cyclopropanecarboxamido)cyclobutyl)-N-(5-((4-fluorophenyl)ethynyl)-3-methylpyridin-2-yl)-1H-pyrazole-5-carboxamide ClC=1C=NN(C1C(=O)NC1=NC=C(C=C1C)C#CC1=CC=C(C=C1)F)[C@@H]1C[C@H](C1)NC(=O)C1CC1